COC(N(C1=CC=C(C=C1)OC(F)(F)F)C(=O)Cl)=O.[Si](C)(C)(C(C)(C)C)OCC=1N=C(SC1)C(C)=O 1-(4-(((tert-butyldimethylsilyl)oxy)methyl)thiazol-2-yl)ethanone methyl-chloroformyl[4-(trifluoromethoxy)phenyl]carbamate